4,3-bIpyridine-1-carboxylate N1(CC=C(C=C1)C=1C=NC=CC1)C(=O)[O-]